C(C1=CC=CC=C1)OC(=O)N1CC(CC1)(O)C1=CC(=C(C=C1)Cl)F 3-(4-chloro-3-fluoro-phenyl)-3-hydroxy-pyrrolidine-1-carboxylic acid benzyl ester